CO\N=C(\C(=O)OC)/C1=C(C=CC=C1)CO/N=C(\C)/C1=NOC(=C1)C1=CC(=CC=C1)C(F)(F)F Methyl (2E)-2-methoxyimino-2-[2-[[(E)-1-[5-[3-(trifluoromethyl)phenyl]isoxazol-3-yl]ethylideneamino]oxymethyl]phenyl]acetate